bis(2-ethylhexyl)cyclohexane-1,4-dicarboxylic acid C(C)C(CC1(CCC(CC1)(C(=O)O)CC(CCCC)CC)C(=O)O)CCCC